4-(8-amino-3-((2S)-1-(3-((2-(2,6-dioxopiperidin-3-yl)-1,3-dioxoisoindoline-4-yl)amino)propyl)pyrrolidin-2-yl)imidazo[1,5-a]pyrazin-1-yl)-N-(pyridin-2-yl)benzamide NC=1C=2N(C=CN1)C(=NC2C2=CC=C(C(=O)NC1=NC=CC=C1)C=C2)[C@H]2N(CCC2)CCCNC2=C1C(N(C(C1=CC=C2)=O)C2C(NC(CC2)=O)=O)=O